C(#N)C=1C=C(C=CC1)C=1C(=NC2=CC=CC=C2N1)NCCN(C(OCCCC)=O)C butyl (2-((3-(3-cyanophenyl)quinoxalin-2-yl)amino)ethyl)(methyl)carbamate